CC(CO)(CO)NCCN1C=CC2=CC=C(C=C12)OCCC1=C(C=CC=C1)C 2-methyl-2-((2-(6-(2-methylphenylethoxy)-1H-indol-1-yl)ethyl)amino)propane-1,3-diol